CC1=C(OC=2C(=CC(N(C2)C)=O)C=2C3=C(C(N(C2)C)=O)NC(=C3)C3=CC(=NC(=C3)C)C)C(=CC=C1)C 4-(5-(2,6-dimethylphenoxy)-1-methyl-2-oxo-1,2-dihydropyridin-4-yl)-2-(2,6-dimethylpyridin-4-yl)-6-methyl-1,6-dihydro-7H-pyrrolo[2,3-c]pyridin-7-one